2-[4-(6,6-difluoro-3-azabicyclo[3.1.0]hexane-3-carbonyl)-2-fluoro-phenyl]-4-[[5-(4-hydroxy-1-piperidyl)-2-pyridyl]amino]-6H-1,6-naphthyridin-5-one FC1(C2CN(CC12)C(=O)C1=CC(=C(C=C1)C1=NC=2C=CNC(C2C(=C1)NC1=NC=C(C=C1)N1CCC(CC1)O)=O)F)F